3-{[2-(dimethylamino)ethyl]amino}propanoic acid CN(CCNCCC(=O)O)C